CC=1N(C2=CC=CC=C2C1/C=N/NC(=O)C=1OC2=C(C1)C=C(C=C2)C)CC(=O)OCC Ethyl (E)-2-(2-methyl-3-((2-(5-methylbenzofuran-2-carbonyl)hydrazinylidene)methyl)-1H-indol-1-yl)acetate